C[C@@H]1[C@@H](C2=CC=CC=C2CC1)NC(C)=O N-((1S,2S)-2-methyl-1,2,3,4-tetrahydronaphthalene-1-yl)acetamide